ClC=1C=C2C(=C3C1NC(NC31CCCCC1)=O)OC(=N2)CN2CCC(CC2)OCCOC 5-chloro-2-{[4-(2-methoxyethoxy)piperidin-1-yl]methyl}-7,8-dihydro-6H-spiro[[1,3]oxazolo[5,4-f]quinazoline-9,1'-cyclohexan]-7-one